N1CCNCCCNCCNCCCCC1 1,4,8,11-tetraazacyclohexadecane